2-Amino-6-((2-aminocyclopropyl)methoxy)-1-(3-hydroxy-2,6-dimethylphenyl)-5-methyl-1H-pyrrole NC=1N(C(=CC1)C)C1C(=C(C=CC1(C)OCC1C(C1)N)O)C